BrC1=CC=C(C(=O)N(C)[C@H](C)C2=CN(C(C3=CC(=C(C=C23)F)F)=O)C)C=C1 (R)-4-bromo-N-(1-(6,7-difluoro-2-methyl-1-oxo-1,2-dihydroisoquinolin-4-yl)ethyl)-N-methylbenzamide